BrC1=C(C=CC=C1)C(=O)C1=C(C=CC=C1)C=C (2-bromophenyl)(2-vinyl-phenyl)methanone